Cl.NC1=CC=C(C=C1)N1C(NC(CC1)=O)=O 1-(4-aminophenyl)hexahydropyrimidine-2,4-dione hydrochloride